2-(3-([1,1'-biphenyl]-4-yl)cyclohexyl)-4,5-dihydro-1H-imidazole C1(=CC=C(C=C1)C1CC(CCC1)C=1NCCN1)C1=CC=CC=C1